CC=1N=C(SC1C=1C=C2CCNC(C2=CC1)=O)NC(=O)N1[C@@H](CCC1)C(=O)N (S)-N1-(4-methyl-5-(1-oxo-1,2,3,4-tetrahydroisoquinolin-6-yl)thiazol-2-yl)-pyrrolidine-1,2-dicarboxamide